CC(CCC=1C=C(C=C)C=CC1)CC m-3-methylpentyl-styrene